CC=1C=C(C=NC1)C(=O)N1CCC(CC1)=C(C1=NC=CC=C1)C1=CC=CC=C1 (5-methylpyridin-3-yl)(4-(phenyl(pyridin-2-yl)methylene)piperidin-1-yl)methanone